(3-Amino-5-fluoro-4-methoxy-1,2-benzoxazol-6-yl)methanol tert-Butyl-N-[1-(5-chloro-2-pyridyl)-5-[1-(1,3-dioxoisoindolin-2-yl)ethyl]-1,2,4-triazol-3-yl]carbamate C(C)(C)(C)N(C(=O)OCC1=CC2=C(C(=NO2)N)C(=C1F)OC)C1=NN(C(=N1)C(C)N1C(C2=CC=CC=C2C1=O)=O)C1=NC=C(C=C1)Cl